C(C)(C)(C)OC(=O)N1CC(C1)OCCCCCC1=CC=C2CC(CN(C2=N1)C(=O)OC(C)(C)C)(C)C tert-butyl 7-(5-(1-(tert-butoxycarbonyl)azetidin-3-yloxy)pentyl)-3,3-dimethyl-3,4-dihydro-1,8-naphthyridine-1(2H)-carboxylate